CC=1N=C(NC(C1C)=O)N1N=C(C=C1C(C(=O)N)=C)C (1-(4,5-dimethyl-6-oxo-1,6-dihydropyrimidin-2-yl)-3-methyl-1H-pyrazol-5-yl)acrylamide